BrCC(=O)C1=C(SC=C1)C(=O)N (2-bromoacetyl)thiophene-2-formamide